(1'S,14R)-19-fluoro-N-(methylsulfamoyl)spiro[8,12-dioxa-21-azatetracyclo[14.3.1.110,13.02,7]henicosa-1(19),2,4,6,10,13(21),16(20),17-octaene-14,3'-cyclopentane]-1'-amine FC=1C=CC=2C[C@]3(C[C@H](CC3)NS(NC)(=O)=O)C=3OC=C(COC4=CC=CC=C4C1C2)N3